(4-vinylphenyl)(methyl)silanediol C(=C)C1=CC=C(C=C1)[Si](O)(O)C